6-bromo-2-methyl-2H-pyrazolo[4,3-b]pyridine BrC1=CC=2C(N=C1)=CN(N2)C